ClC=1C(=CC(=C(OCCCC(=O)OC(C)(C)C)C1)C(N(C)C1=C(C=CC=C1)OC)=O)B1OC(C(O1)(C)C)(C)C tert-butyl 4-(5-chloro-2-((2-methoxyphenyl) (methyl)carbamoyl)-4-(4,4,5,5-tetramethyl-1,3,2-dioxaborolan-2-yl)phenoxy)butanoate